1-bromo-2-cyclopropyloxy-4-fluorobenzene BrC1=C(C=C(C=C1)F)OC1CC1